NCC1=CC=C(C=C1)NC(=O)C1=CC2=C(OCCC3=C2SC=C3)C=C1C=1C(=NC(=CC1)C1CCCCC1)C(=O)O 3-(9-((4-(aminomethyl)phenyl)carbamoyl)-4,5-dihydrobenzo[b]thieno[2,3-d]oxepin-8-yl)-6-cyclohexylpicolinic acid